N,N'-dinaphthoyl-L-cystine dimethyl ester COC([C@H](CSSC[C@@H](C(=O)OC)NC(=O)C1=CC=CC2=CC=CC=C12)NC(=O)C1=CC=CC2=CC=CC=C12)=O